N,N-diethyl-3,6-difluoro-phthalamic acid C(C)N(C(C=1C(C(=O)O)=C(C=CC1F)F)=O)CC